5-(5-fluoro-2-methylpyridin-3-yl)-7-methylpyrazolo[1,5-a]Pyrimidine-3-carboxylic acid FC=1C=C(C(=NC1)C)C1=NC=2N(C(=C1)C)N=CC2C(=O)O